FC=1C=C2CCC=3N(C2=NC1)N=C(C3C(=C)C)C3CCN(CC3)C(=O)OC(C)(C)C tert-butyl 4-(7-fluoro-3-(prop-1-en-2-yl)-4,5-dihydropyrazolo[1,5-a][1,8]naphthyridin-2-yl)piperidine-1-carboxylate